(2R)-1-phenyl-2-propanyl 4-methylbenzenesulfonate CC1=CC=C(C=C1)S(=O)(=O)O[C@@H](CC1=CC=CC=C1)C